trans-N-[8-amino-6-[(3R)-3-hydroxy-2-oxo-pyrrolidin-1-yl]-3-isoquinolinyl]-2-cyano-cyclopropanecarboxamide NC=1C=C(C=C2C=C(N=CC12)NC(=O)[C@H]1[C@@H](C1)C#N)N1C([C@@H](CC1)O)=O